CN1N=CC2=CC(=CC=C12)C1N2C(C3=CC=CC=C13)=CN=C2 5-(1-methyl-1H-indazol-5-yl)-5H-imidazo[5,1-a]isoindole